3-Bromo-6-(3,3-difluorocyclobutyl)-2-[4-(trifluoromethyl)cyclohexyl]pyridine BrC=1C(=NC(=CC1)C1CC(C1)(F)F)C1CCC(CC1)C(F)(F)F